COC=1C=CC(=NC1OC)C=1N=NN(C1)C=1C=C2CN(C(C2=CC1)=O)C1C(NC(CC1)=O)=O 3-(5-(4-(5,6-dimethoxypyridin-2-yl)-1H-1,2,3-triazol-1-yl)-1-oxoisoindolin-2-yl)piperidine-2,6-dione